2-(methylsulfanyl)-2-thiazoline CSC=1SCCN1